Magnesium glycolat C(CO)(=O)[O-].[Mg+2].C(CO)(=O)[O-]